2-methyl-4-(3,5-ditert-butylphenyl)-5-methoxy-6-tert-butylindenyl-hafnium dichloride [Cl-].[Cl-].CC=1C(C2=CC(=C(C(=C2C1)C1=CC(=CC(=C1)C(C)(C)C)C(C)(C)C)OC)C(C)(C)C)[Hf+2]